Distearoyl-sn-glycero-3-phospho-L-serine C(CCCCCCCCCCCCCCCCC)(=O)N([C@@H](COP(OC[C@@H](CO)O)(=O)O)C(=O)O)C(CCCCCCCCCCCCCCCCC)=O